BrC=1C=C(C2=CN(N=C2C1)C(C)C)C(=O)NCC=1C(NC(=CC1C)C)=O 6-bromo-N-((1,2-dihydro-4,6-dimethyl-2-oxopyridin-3-yl)methyl)-2-isopropyl-2H-indazole-4-carboxamide